6-(3,5-dimethoxyphenyl)-1H-indazole-1-carboxylic acid COC=1C=C(C=C(C1)OC)C1=CC=C2C=NN(C2=C1)C(=O)O